C(C)(C)(C)OC([C@@H](CC1=CC=C(OCC(=O)O)C=C1)NC(=O)OC(C)(C)C)=O (R)-2-(4-(3-(tert-butoxy)-2-((tert-butoxycarbonyl)amino)-3-oxopropyl)phenoxy)acetic acid